(R)-N-(5-((6-(3-(3'-fluoro-[1,1'-biphenyl]-3-yl)-isoxazolidin-2-yl)-pyrimidin-4-yl)-amino)-2-(4-(2-hydroxyethyl)-piperazin-1-yl)-4-methoxyphenyl)-acrylamide FC=1C=C(C=CC1)C1=CC(=CC=C1)[C@@H]1N(OCC1)C1=CC(=NC=N1)NC=1C(=CC(=C(C1)NC(C=C)=O)N1CCN(CC1)CCO)OC